N-((1S,2S)-2-(6-fluoro-2,3-dimethylphenyl)-1-(5-oxo-4,5-dihydro-1,3,4-oxadiazol-2-yl)propyl)-3-azabicyclo-[3.1.0]hexane-3-sulfonamide FC1=CC=C(C(=C1[C@@H]([C@@H](C=1OC(NN1)=O)NS(=O)(=O)N1CC2CC2C1)C)C)C